bis(p-chlorophenyl-biguanide) hexanedioic acid salt C(CCCCC(=O)O)(=O)O.ClC1=CC=C(C=C1)NC(=N)NC(=N)N.ClC1=CC=C(C=C1)NC(=N)NC(=N)N